ClC1=NC=C(C(=C1)N1C[C@@H](CCC1)C(F)F)C=1C=NN(C1)C(F)F 2-chloro-5-[1-(difluoromethyl)pyrazol-4-yl]-4-[(3R)-3-(difluoromethyl)-1-piperidyl]pyridine